tert-butyl (2-bromo-3-(trifluoromethyl)phenyl)carbamate BrC1=C(C=CC=C1C(F)(F)F)NC(OC(C)(C)C)=O